CN1N=NC2=C1C=CC(=C2C)C(C(C(=O)O)(C)C)C2=CC(=C(C=C2)C)CN2C[C@H](OC1=C(C2)C=C2CCCC2=C1)CC 3-(1,4-dimethyl-1H-benzo[d][1,2,3]triazol-5-yl)-3-(3-(((R)-2-ethyl-2,3,5,7,8,9-hexahydro-4H-indeno[5,6-f](1,4)oxazepin-4-yl)methyl)-4-methylphenyl)-2,2-dimethylpropanoic acid